3-(((2-methoxyethyl)(methyl)amino)methyl)pyrrolidine-1-carboxylic acid tert-butyl ester C(C)(C)(C)OC(=O)N1CC(CC1)CN(C)CCOC